6-amino-2-(6-amino-3-azabicyclo[3.2.0]heptan-3-yl)-5-((2,3-dichlorophenyl)thio)-3-methylpyrimidin-4(3H)-one NC1=C(C(N(C(=N1)N1CC2CC(C2C1)N)C)=O)SC1=C(C(=CC=C1)Cl)Cl